ClC1=C2C(=NC=3C=C(C(=CC13)O)O)CCC2 9-chloro-1H,2H,3H-cyclopenta[b]quinoline-6,7-diol